(E)-2-[3-(4-(3,5-dimethoxyphenyl)phenoxy)propyl]-1,2,3,4-tetrahydroisoquinoline COC=1C=C(C=C(C1)OC)C1=CC=C(OCCCN2CC3=CC=CC=C3CC2)C=C1